8-(5-chloro-2-(isopropylamino)pyridin-4-yl)-2-(2-(hydroxymethyl)benzyl)-2',2'-dimethyl-2,3-dihydro-1h,5h-spiro[pyrrolo[1,2-a][1,4]diazepin-4,5'-[1,3]dioxan]-1-one ClC=1C(=CC(=NC1)NC(C)C)C=1C=C2N(CC3(COC(OC3)(C)C)CN(C2=O)CC2=C(C=CC=C2)CO)C1